(2S,4S)-2'-chloro-2-(1-methyltriazol-4-yl)-1-(2,2,2-trifluoroacetyl)spiro[piperidine-4,7'-thieno[2,3-c]pyran]-4'-one ClC1=CC2=C([C@@]3(OCC2=O)C[C@H](N(CC3)C(C(F)(F)F)=O)C=3N=NN(C3)C)S1